CN(CCCN)C 3-(Dimethylamino)-1-propylamin